5-(4-Chloro-3-ethylthiophen-2-yl)-1H-tetrazole, ammonium salt [NH4+].ClC=1C(=C(SC1)C1=NN=NN1)CC